O=S1(N=CC2=C1C=C(C=C2)O)=O 1,1-dioxo-1,2-benzothiazol-6-ol